4-((5-Chloro-7-(2-((3-isopropyl-2,4,6-trioxotetrahydropyrimidin-1(2H)-yl)methyl)thieno[3,2-b]pyridin-7-yl)-1H-indol-1-yl)methyl)piperidine-4-carbonitrile ClC=1C=C2C=CN(C2=C(C1)C1=C2C(=NC=C1)C=C(S2)CN2C(N(C(CC2=O)=O)C(C)C)=O)CC2(CCNCC2)C#N